methyl (2S)-2-[[(1S,3aR,7aS)-2-(7-chloro-1H-indole-2-carbonyl)-1,3,3a,4,5,6,7,7a-octahydroisoindole-1-carbonyl]amino]-3-[(3S)-2-oxo-3-piperidyl]propanoate ClC=1C=CC=C2C=C(NC12)C(=O)N1[C@@H]([C@H]2CCCC[C@H]2C1)C(=O)N[C@H](C(=O)OC)C[C@H]1C(NCCC1)=O